C[C@@H]1CC[C@H](N(C1)C(C(=O)NC=1C=NC=C(C1)C)=O)C1=CC=CC=C1 2-[(2S,5R)-5-methyl-2-phenyl-1-piperidyl]-N-(5-methyl-3-pyridyl)-2-oxo-acetamide